1-ethyl-2-((E)-2-((Z)-5-(2-((E)-1-ethyl-3,3-dimethylindolin-2-ylidene)-ethylidene)-4-(piperazin-1-yl)-5,6-dihydro-2H-thiopyran-3-yl)vinyl)-3,3-dimethyl-3H-indol-1-ium iodide [I-].C(C)[N+]1=C(C(C2=CC=CC=C12)(C)C)\C=C\C=1CSC\C(\C1N1CCNCC1)=C/C=C\1/N(C2=CC=CC=C2C1(C)C)CC